N1C=C(C2=CC=CC=C12)NC(=O)N1CCN(CC1)C N-(1H-indol-3-yl)-4-methylpiperazine-1-carboxamide